COC(C1=C(C=CC=C1)C=1NC2=CC=C(C=C2C1)OC)=O (5-methoxy-1H-indol-2-yl)benzoic acid methyl ester